6-(2,4-dimethoxypyrimidin-5-yl)-8-((1S,2S)-2-(3-(trifluoromethyl)imidazo[1,5-a]pyridin-7-yl)cyclopropyl)imidazo[1,2-b]pyridazine COC1=NC=C(C(=N1)OC)C=1C=C(C=2N(N1)C=CN2)[C@@H]2[C@H](C2)C2=CC=1N(C=C2)C(=NC1)C(F)(F)F